C(C)OC(=O)C1(CC(C(C1)=O)(C)C)C(=O)OCC 3,3-dimethyl-4-oxocyclopentane-1,1-dicarboxylic acid diethyl ester